(E)-3-(4-hydroxy-3,5-dimethylphenyl)-1-(2-methyl-4-(methylthio)benzo[d]oxazol-7-yl)prop-2-en-1-one OC1=C(C=C(C=C1C)/C=C/C(=O)C1=CC=C(C=2N=C(OC21)C)SC)C